CC1=NC2=C(N1)C=CC=C2C(=O)O 2-methyl-1H-1,3-benzodiazole-4-carboxylic acid